C1(=CC=CC2=CC=CC=C12)C1=CC=C(C2=CC=CC=C12)C=C 1-naphthyl-4-vinyl-naphthalene